4-chloro-5-(3,5-dichlorophenyl)pyridine-3-carbonitrile ClC1=C(C=NC=C1C1=CC(=CC(=C1)Cl)Cl)C#N